N-cyclopropyl-2-(difluoromethoxy)-6-methoxy-4-(7-tetrahydropyran-4-yl-imidazo[1,2-c]pyrimidin-3-yl)benzamide C1(CC1)NC(C1=C(C=C(C=C1OC)C1=CN=C2N1C=NC(=C2)C2CCOCC2)OC(F)F)=O